Cl.NCCSSCCNC(C(=C)C)=O N-(2-[(2-Aminoethyl)dithio]ethyl)-2-methyl-2-propenamide, hydrochloride